N-(2-pyrimidinyl)-4-methylindole N1=C(N=CC=C1)N1C=CC2=C(C=CC=C12)C